N1(CCC1)C1=NC=NC2=C1SC=1N=NC(=C(C12)C)C 8-(azetidin-1-yl)-3,4-dimethylpyrimido[4',5':4,5]thieno[2,3-c]pyridazine